BrC=1C=2N(C=C(C1)C(N(C)C1=CC=C(C=C1)F)=O)C(=CN2)C=2C=CC(=NC2)NC(OC)=O methyl N-[5-[8-bromo-6-[(4-fluorophenyl)-methyl-carbamoyl]imidazo[1,2-a]pyridin-3-yl]-2-pyridyl]carbamate